(3-Methyloxetan-3-yl)-N-[2-[[4-[6-(1-methylpyrazol-3-yl)-2-pyridinyl]thiazol-2-yl]amino]-2-oxo-ethyl]pyrrole-3-carboxamide CC1(COC1)C=1NC=CC1C(=O)NCC(=O)NC=1SC=C(N1)C1=NC(=CC=C1)C1=NN(C=C1)C